[Cl-].CN(C=1C=CC2=NC3=CC=C(C=C3[S+]=C2C1)N(C)C)C 3,7-bis-(dimethylamino)-phenothiazine-5-ium chloride